(R)-N-(3-(7-methyl-1H-indazol-5-yl)-1-(4-(1-methylpiperidin-4-yl)piperazin-1-yl)-1-oxopropan-2-yl)-4-(2-oxo-1,2-dihydroquinolin-3-yl)piperidin-1-carboxamide CC=1C=C(C=C2C=NNC12)C[C@H](C(=O)N1CCN(CC1)C1CCN(CC1)C)NC(=O)N1CCC(CC1)C=1C(NC2=CC=CC=C2C1)=O